C(C)(C)(C)OC(=O)N1C[C@H]2C([C@H]2C1)C1=NOC(C1)(C)C.ClC=1C=C(C=C(C1)C1=CC=C(C=C1)C1=CC=CC=C1)C=1C2=CC=CC=C2C=2C=CC=CC2C1 9-(5-chloro-[1,1':4',1''-terphenyl]-3-yl)phenanthrene tert-butyl-(1R,5S,6r)-6-(5,5-dimethyl-4,5-dihydro-1,2-oxazol-3-yl)-3-azabicyclo[3.1.0]hexane-3-carboxylate